methyldimethoxy(N-methylacetamido)silane C[Si](N(C(C)=O)C)(OC)OC